tin salicylate C(C=1C(O)=CC=CC1)(=O)[O-].[Sn+4].C(C=1C(O)=CC=CC1)(=O)[O-].C(C=1C(O)=CC=CC1)(=O)[O-].C(C=1C(O)=CC=CC1)(=O)[O-]